C(C)(C)(C)OC(=O)N1C2=C(N([C@H](C1)[C@H](OCCC=1C=C(C=CC1)CC(=O)O)C1=CC=CC=C1)CC1=CC=C(C=C1)OC)N=CC=C2 (3-{2-[(R)-[(3R)-1-(tert-butoxycarbonyl)-4-[(4-methoxyphenyl)methyl]-2H,3H-pyrido[2,3-b]pyrazin-3-yl](phenyl)methoxy]ethyl}phenyl)acetic acid